C1(=CC=CC=C1)C1=NC2=C(C(O1)=O)C=CC=C2 2-phenyl-3,1-benzoxazine-4-one